N-hydroxyheptyl-succinimide acrylate C(C=C)(=O)O.OCCCCCCCN1C(CCC1=O)=O